C=1(C(=CC=C2C=CC=CC12)C(=O)O)C(=O)O 1,2-naphthalindicarboxylic acid